C[Si](C)(C)C#CC1=C(C=NC=C1)OC[C@@H]1N(CCC1)C(=O)OC(C)(C)C tert-butyl (2R)-2-[({4-[(trimethylsilyl)ethynyl]pyridin-3-yl}oxy)methyl]pyrrolidine-1-carboxylate